(5'-bromo-4'-chloro-1'-(4-methoxybenzyl)-1',2'-dihydrospiro[cyclopentane-1,3'-pyrrolo[2,3-b]pyridin]-3-yl)methanol BrC=1C(=C2C(=NC1)N(CC21CC(CC1)CO)CC1=CC=C(C=C1)OC)Cl